C1(CC1)C(=O)NC1=CC(=C(N=N1)C(=O)NC([2H])([2H])[2H])NC1=NC(=CC(=C1OC)C1=NN(N=C1)C)C 6-cyclopropaneamido-4-{[3-methoxy-6-methyl-4-(2-methyl-2H-1,2,3-triazol-4-yl)pyridin-2-yl]amino}-N-(2H3)methylpyridazine-3-carboxamide